NC1=C(C=C2C=C(C=NC2=N1)C(=O)N([C@@H](C1=NC=CC=N1)C1CC1)CC1=NC=C(C=C1)C#N)Br 7-amino-6-bromo-N-((5-cyano-2-pyridinyl)methyl)-N-((R)-cyclopropyl(2-pyrimidinyl)methyl)-1,8-naphthyridine-3-carboxamide